2-(oxazol-2-ylmethyl)benzaldehyde O1C(=NC=C1)CC1=C(C=O)C=CC=C1